3-(benzyloxy)-1-(2-methoxy-4-(4-methylpiperazin-1-yl)phenyl)-2-methylpyridin-4(1H)-one C(C1=CC=CC=C1)OC1=C(N(C=CC1=O)C1=C(C=C(C=C1)N1CCN(CC1)C)OC)C